3-(cyclopropylmethyl)-7-[(1S)-1-(4-fluoro-2-methylphenoxy)ethyl]-8-(trifluoromethyl)[1,2,4]triazolo[4,3-a]pyridine C1(CC1)CC1=NN=C2N1C=CC(=C2C(F)(F)F)[C@H](C)OC2=C(C=C(C=C2)F)C